2'-fluoro-6'-(trifluoromethyl)-[1,1'-biphenyl]-4-sulfonyl chloride FC1=C(C(=CC=C1)C(F)(F)F)C1=CC=C(C=C1)S(=O)(=O)Cl